CN1C(N\C(\C1=O)=C/C=1C=C2C=CC=NC2=CC1)=S (5Z)-3-methyl-5-(quinolin-6-ylmethylene)-2-thioxo-imidazolin-4-one